(R)-2-amino-5-(4-(2-(3,5-difluorophenyl)-2-hydroxyacetamido)-2-(trifluoromethoxy)phenyl)-N-isopropylnicotinamide NC1=C(C(=O)NC(C)C)C=C(C=N1)C1=C(C=C(C=C1)NC([C@H](O)C1=CC(=CC(=C1)F)F)=O)OC(F)(F)F